ONC(C1=CC(=C(C(=C1)C(F)(F)F)OCC1=CC=C(C=C1)OC)C)=N N-hydroxy-4-((4-methoxybenzyl)oxy)-3-methyl-5-(trifluoromethyl)benzamidine